4-(2-(dimethylamino)ethoxy)-2-methylthiazole-5-carboxamide CN(CCOC=1N=C(SC1C(=O)N)C)C